6-amino-5-cyclohexyl-3-(2-methoxyethyl)quinazolin-4(3H)-one NC=1C(=C2C(N(C=NC2=CC1)CCOC)=O)C1CCCCC1